C(C1=CC=CC=C1)OC1=C(C(=C(C(=O)[O-])C(=C1CC=O)C)C)C 4-(benzyloxy)-2,3,6-trimethyl-5-(2-oxoethyl)benzoate